CC(C)[S@@](=O)N[C@@H]1COCC12CCN(CC2)C(=O)OC(C)(C)C tert-butyl (S)-4-((R)-1-methylethylsulfinyl amino)-2-oxa-8-azaspiro[4.5]decane-8-carboxylate